C(#N)C1=C(C=CC(=C1)F)N1CC2(C1)CC(C2)OC=2C=CC(=NC2C(=O)NC2CN(C2)CCC(=O)O)C=2C(=NC=CC2)OCC 3-(3-(5-((2-(2-cyano-4-fluorophenyl)-2-azaspiro[3.3]heptan-6-yl)oxy)-2'-ethoxy-[2,3'-bipyridine]-6-carboxamido)azetidin-1-yl)propanoic acid